C1(CC1)C(=O)C1=C(C=CC=C1)C(C(=O)OC)(C)C methyl cyclopropylcarbonyl-α,α-dimethylphenylacetate